C(C)(=O)N1C[C@@H]2N(C[C@@H]2CC1)C1=CC=C(C=N1)CN1N=CC(=C1)NC(=O)C1=NC(=CN=C1)C1=C(C(=CC=C1C(F)F)Cl)F N-(1-((6-((1R,6S)-3-Acetyl-3,8-diazabicyclo[4.2.0]octan-8-yl)pyridin-3-yl)methyl)-1H-pyrazol-4-yl)-6-(3-chloro-6-(difluoromethyl)-2-fluorophenyl)pyrazine-2-carboxamide